1-((7-((R)-3-cyclohexyl-2-methylpropionyl)-10-hydroxy-7-azaspiro[4.5]decan-10-yl)methyl)-4-(3-(hydroxymethyl)phenyl)-N,N-dimethyl-6-oxo-1,6-dihydropyridine-3-carboxamide C1(CCCCC1)C[C@H](C(=O)N1CC2(CCCC2)C(CC1)(O)CN1C=C(C(=CC1=O)C1=CC(=CC=C1)CO)C(=O)N(C)C)C